[Cl-].C(=C)N1CN(C=C1)CCC 1-vinyl-3-propyl-imidazole chloride salt